CCCCCCCCCCCCCCCCCC(=O)N[C@@H](CO[C@H]1[C@@H]([C@H]([C@@H]([C@H](O1)CO)O)O)O)[C@@H](CCCCCCCCCCCCCCC)O The molecule is a sphinganine derivative having a beta-D-glucosyl group at the 1-position and an octadecanoyl group attached to the nitrogen. It has a role as an epitope.